3-[[1-(1,3-benzothiazol-2-yl)-2-(3-cyanophenyl)ethyl]sulfamoyl]-N-(2-methoxyethyl)benzamide S1C(=NC2=C1C=CC=C2)C(CC2=CC(=CC=C2)C#N)NS(=O)(=O)C=2C=C(C(=O)NCCOC)C=CC2